CN1C(=NN=C1)C1=CC=C(C=C1)C=1C(=CC(=NC1)NC1=CN=C2OC[C@@H]3CCC(N3C2=C1)=O)C(=C)C (6S)-12-({5-[4-(4-methyl-4H-1,2,4-triazol-3-yl)phenyl]-4-(prop-1-en-2-yl)pyridin-2-yl}amino)-8-oxa-2,10-diazatricyclo[7.4.0.02,6]trideca-1(13),9,11-trien-3-one